2,3-diamino-N-(3-fluoro-5-(1-(4-fluorophenyl)-1H-pyrazol-4-yl)benzyl)isonicotinamide NC=1C(=C(C(=O)NCC2=CC(=CC(=C2)C=2C=NN(C2)C2=CC=C(C=C2)F)F)C=CN1)N